ClC1=CC=CC2=C1NC(=N2)C2=CC(=CC=C2)C2(COC2)CC2=NN=CN2C 7-Chloro-2-(3-(3-((4-methyl-4H-1,2,4-triazol-3-yl)methyl)oxetan-3-yl)phenyl)-1H-benzo[d]imidazole